1-tert-butyl 3-methyl 7-chloropyrazolo[4,3-d]pyrimidine-1,3-dicarboxylate ClC=1C2=C(N=CN1)C(=NN2C(=O)OC(C)(C)C)C(=O)OC